N-(2,5-difluoro-4-methyl-phenyl)-5-(2-pyridyl)-1H-pyrrole-3-sulfonamide FC1=C(C=C(C(=C1)C)F)NS(=O)(=O)C1=CNC(=C1)C1=NC=CC=C1